FC1(CN(C1)CCC1=NC=2NCCCC2C=C1)C(=O)N[C@@H](CC(=O)O)C1=CC(=C(C=C1)OC)F (S)-3-(3-fluoro-1-(2-(5,6,7,8-tetrahydro-1,8-naphthyridin-2-yl)ethyl)azetidine-3-carboxamido)-3-(3-fluoro-4-methoxyphenyl)propionic acid